NC[C@@]12[C@@H]([C@@H]([C@H](C(OC1)O2)N2C(CC2)=O)O)O ((1S,2R,3R,4R)-1-(aminomethyl)-2,3-dihydroxy-6,8-dioxabicyclo[3.2.1]oct-4-yl)azetidin-2-one